2,3,4-trihydroxybenzophenone OC1=C(C(=O)C2=CC=CC=C2)C=CC(=C1O)O